FC(COC(=O)N1CC=2N=C(N=C(C2C1)C1=C(C=C(C=C1OCCC(CN1N=CN=C1)(O)C1=C(C=C(C=C1)F)F)Cl)Cl)N)(C)F 2,2-difluoropropyl-2-amino-4-(2,4-dichloro-6-(3-(2,4-difluorophenyl)-3-hydroxy-4-(1H-1,2,4-triazol-1-yl)butoxy)phenyl)-5,7-dihydro-6H-pyrrolo[3,4-d]pyrimidine-6-carboxylate